2-(pyridin-2-yl)morpholin-5,5-d2 N1=C(C=CC=C1)C1CNC(CO1)([2H])[2H]